(1-(3-methoxyphenyl)-2-tosylvinyl)selane COC=1C=C(C=CC1)C(=CS(=O)(=O)C1=CC=C(C)C=C1)[SeH]